2,5-dichloro-4,6-dimethylnicotinamide ClC1=C(C(=O)N)C(=C(C(=N1)C)Cl)C